2-amino-3,4-naphthoquinone NC1=CC2=CC=CC=C2C(C1=O)=O